CC=1SC2=C(C1C(=O)N[C@@H](C(=O)N)C)C=C(C=C2)OCC2=NC=CC=C2 (2R)-2-({2-methyl-5-[(pyridin-2-yl)methoxy]-1-benzothiophen-3-yl}formamido)propanamide